6-hydrazino-8-methyl-9-(naphthalen-1-yl)-9H-purine N(N)C1=C2N=C(N(C2=NC=N1)C1=CC=CC2=CC=CC=C12)C